4-(2-boc-aminoethyl)-piperidine C(=O)(OC(C)(C)C)C(CC1CCNCC1)N